NC=1C(=C(C=C(C1C(=O)NC1=CC(=NC=C1)C(F)(F)F)Cl)C1=CC=C(C=C1C1CCC(CC1)N1CCOCC1)F)F amino-5-chloro-2,4'-difluoro-6'-(4-morpholinocyclohexyl)-N-(2-(trifluoromethyl)pyridin-4-yl)-[1,1'-biphenyl]-4-carboxamide